NC1=NC=CC=C1C1=NC=2C(=NC(=CC2)C2=CC=CC=C2)N1C1=CC=C(C=C1)CNC(=O)C=1C=C(C=CC1)NC([O-])=O [3-[[4-[2-(2-amino-3-pyridyl)-5-phenyl-imidazo[4,5-b]pyridin-3-yl]phenyl]methylcarbamoyl]phenyl]carbamate